(3-chloro-5-fluoro-2-((4-methoxyphenoxy)methyl)phenyl)methanol ClC=1C(=C(C=C(C1)F)CO)COC1=CC=C(C=C1)OC